CCCCCCN(CCCCCC)C1=CC=CC=C1 N,N-dihexylaniline